BrC=1C(=C(C=CC1)NS(=O)(=O)C1=C(C=CC(=C1)Cl)Cl)F N-(3-bromo-2-fluorophenyl)-2,5-dichlorobenzenesulfonamide